C1(CC1)C=1C=C(OC=2C=CC(=C(C2)C2=NN(C=C2NC(=O)C=2C=NN3C2N=CC=C3)C)OC(F)F)C=C(C1)C1(CNC1)O N-[3-[5-[3-cyclopropyl-5-(3-hydroxyazetidin-3-yl)phenoxy]-2-(difluoromethoxy)phenyl]-1-methyl-pyrazol-4-yl]pyrazolo[1,5-a]pyrimidine-3-carboxamide